C(N)(=O)C=1C(=NC(=NC1)N1C[C@@H](CCCC1)NC(OC(C)(C)C)=O)NC1=CC(=NC(=C1)C(C)C)C(C)C tert-butyl (R)-(1-(5-carbamoyl-4-((2,6-diisopropylpyridin-4-yl)amino)pyrimidin-2-yl)azepan-3-yl)carbamate